N-(pyridin-2-ylcarbamoyl)benzamide N1=C(C=CC=C1)NC(=O)NC(C1=CC=CC=C1)=O